ClC1=CC(=C(COC2=NC=CC(=N2)N2CCC3(CC3C3=NC4=C(N3CCOC)C=C(C=C4)C(=O)OC)CC2)C=C1)F methyl 2-(6-{2-[(4-chloro-2-fluorobenzyl) oxy] pyrimidin-4-yl}-6-azaspiro[2.5]oct-1-yl)-1-(2-methoxyethyl)-1H-benzimidazole-6-carboxylate